O[C@H](CN1C[C@@H](CCC1)COC1=NC(=C(C=2N1C=CN2)C=2C=C1C(=NC2)N(N=C1)C)C1=CC=C(C#N)C=C1)C 4-[5-({(3R)-1-[(2S)-2-hydroxypropyl]piperidin-3-yl}methoxy)-8-(1-methyl-1H-pyrazolo[3,4-b]pyridin-5-yl)imidazo[1,2-c]pyrimidin-7-yl]benzonitrile